methyl 4-(2-cyclopropyl-5-(methylsulfonyl)phenyl)-6-methylnicotinate C1(CC1)C1=C(C=C(C=C1)S(=O)(=O)C)C1=CC(=NC=C1C(=O)OC)C